ON1C(C=CC=C1)=O 1-hydroxy-2-pyridinone